(4S,5S)-5-((R)-5H-imidazo[5,1-a]isoindol-5-yl)-4,5,6,7-tetrahydrobenzo[c][1,2,5]oxadiazol-4-ol C=1N=CN2C1C1=CC=CC=C1[C@H]2[C@H]2[C@@H](C=1C(=NON1)CC2)O